N1=CC(=CC=C1)C=1N=NOC1 3-pyridyl-oxadiazole